5-methoxyazamethylindole CONC=1C=C2C=CNC2=CC1